tert-Butyl 3-bromo-5-iodo-1H-indole-1-carboxylate BrC1=CN(C2=CC=C(C=C12)I)C(=O)OC(C)(C)C